O-ethylnitrobenzene CCC1=CC=CC=C1[N+](=O)[O-]